BrC1CC(CC(C1)C)C 1-bromo-3,5-dimethylcyclohexane